methyl 3,4-bis((dimethylcarbamothioyl)oxy)benzoate CN(C(=S)OC=1C=C(C(=O)OC)C=CC1OC(N(C)C)=S)C